2-(6-(3,5-difluoro-6-((2-Methyl-2H-indazol-6-yl)methoxy)pyridin-2-yl)-6-azaspiro[2.5]octan-1-yl)-1-((S)-Oxetan-2-ylmethyl)-1H-benzo[d]imidazole-6-carboxylic acid FC=1C(=NC(=C(C1)F)OCC=1C=CC2=CN(N=C2C1)C)N1CCC2(CC2C2=NC3=C(N2C[C@H]2OCC2)C=C(C=C3)C(=O)O)CC1